C(C1=CC=CC=C1)OC(N[C@@H]1CC[C@H](CC1)C=O)=O (Trans-4-formylcyclohexyl)carbamic acid benzyl ester